trimethoxyisoflavone COC1=C(C2=C(C=C1)OC(=C(C2=O)C3=CC=CC=C3)OC)OC